2-chloropyridine-4-carboxamide ClC1=NC=CC(=C1)C(=O)N